CCCCCCCCCCCCCCCCCCCCC n-henicosan